C[C@H]1N(C[C@@H]1C(=O)O)C1=NC=CC=C1 (2R,3S)-2-methyl-1-(pyridin-2-yl)azetidine-3-carboxylic acid